[BH4-].[Au+3].[BH4-].[BH4-] gold borohydride